1,4-bis(tri(4-ethynylphenyl)methyl)benzene tert-butyl-4-(3-benzyloxycarbonyl-4-methyl-phenyl)-3-methyl-piperazine-1-carboxylate C(C)(C)(C)OC(=O)N1CC(N(CC1)C1=CC(=C(C=C1)C)C(=O)OCC1=CC=CC=C1)C.C(#C)C1=CC=C(C=C1)C(C1=CC=C(C=C1)C(C1=CC=C(C=C1)C#C)(C1=CC=C(C=C1)C#C)C1=CC=C(C=C1)C#C)(C1=CC=C(C=C1)C#C)C1=CC=C(C=C1)C#C